2-methyl-4-(5-methylsulfonyl-2-propoxyphenyl)isoquinolin-1-one CN1C(C2=CC=CC=C2C(=C1)C1=C(C=CC(=C1)S(=O)(=O)C)OCCC)=O